1,3,7-trimethyl-8-(methylthio)-1H-purine-2,6(3H,7H)-dione CN1C(N(C=2N=C(N(C2C1=O)C)SC)C)=O